CC=1C=C(C=C(C1)C)C1=NC=CC2=CC(=CC=C12)[Si](C)(C)C1=CC=CC=C1 1-(3,5-dimethylphenyl)-6-(phenyldimethylsilyl)isoquinoline